(5-bromothieno[2,3-b]pyridin-2-yl)(3,3-difluorocyclobutyl)methanol BrC=1C=C2C(=NC1)SC(=C2)C(O)C2CC(C2)(F)F